ClC=1C=C(C=CC1C)NC1N(C(=NC(=N1)N)N1CCOCC1)C1=CC(=C(C=C1)C)Cl N,N1-Bis-(3-chloro-4-methylphenyl)-6-morpholine-4-yl-[1,3,5]triazine-2,4-diamine